O1C=CC2=C1C=C(C=C2)C2=NN1C(N(C(=C(C1=O)N1CCNCC1)CC)CC(=O)NC1=CC=C(C=C1)SC(F)(F)F)=N2 2-(2-(benzofuran-6-yl)-5-ethyl-7-oxo-6-(piperazine-1-yl)-[1,2,4]triazolo[1,5-a]pyrimidin-4(7H)-yl)-N-(4-((trifluoromethyl)thio)phenyl)acetamide